ClC1=CC=C(C(=N1)C(=O)O)N[C@H](C)C=1C=C(C=C2C(N(C(=NC12)C1=C(C=CC=C1)Cl)C)=O)C (R)-6-chloro-3-((1-(2-(2-chlorophenyl)-3,6-dimethyl-4-oxo-3,4-dihydroquinazolin-8-yl)ethyl)amino)picolinic acid